tricyclohexylphosphoric acid C1(CCCCC1)OP(OC1CCCCC1)(OC1CCCCC1)=O